2,4,7,10-tetraoxadodecan-12-yl methanesulfonate CS(=O)(=O)OCCOCCOCCOCOC